2-(4,5,6,7-tetrahydrothiazolo[5,4-c]pyridin-2-yl)indolizine-7-carboxamide N1=C(SC=2CNCCC21)C=2C=C1C=C(C=CN1C2)C(=O)N